N-[[6-[(2-methoxyphenyl)methylcarbamoyl]-6-azaspiro[2.5]octan-2-yl]methyl]furo[2,3-c]pyridine-2-carboxamide COC1=C(C=CC=C1)CNC(=O)N1CCC2(C(C2)CNC(=O)C2=CC=3C(=CN=CC3)O2)CC1